(Z)-N-(5-(5-(2-ethoxyvinyl)-[1,2,4]triazolo[1,5-a]pyridin-2-yl)-8-(methylamino)-2,7-naphthyridin-3-yl)cyclopropanecarboxamide C(C)O\C=C/C1=CC=CC=2N1N=C(N2)C2=C1C=C(N=CC1=C(N=C2)NC)NC(=O)C2CC2